1-((1s,3s)-3-((5-(1-(2,2-difluoroethyl)-2-methyl-1H-imidazo[4,5-b]pyridin-6-yl)-7H-pyrrolo[2,3-d]pyrimidin-2-yl)amino)-1-methylcyclobutyl)pyrrolidin-2-one FC(CN1C(=NC2=NC=C(C=C21)C2=CNC=1N=C(N=CC12)NC1CC(C1)(C)N1C(CCC1)=O)C)F